trans-1,2-bis(3,5-dimethylphenylphosphinomethyl)cyclobutaneacryloyloxy-1,2,2,6,6-pentamethylpiperidine CC=1C=C(C=C(C1)C)PC[C@]1([C@@H](CC1)CPC1=CC(=CC(=C1)C)C)C=CC(=O)OC1C(N(C(CC1)(C)C)C)(C)C